CC1=CC(=NC(=C1)N1CCC2(COC2)CC1)N1CC2(C=3C=NC(=CC31)NC(C)=O)CC2 N-(1'-(4-methyl-6-(2-oxa-7-azaspiro[3.5]nonan-7-yl)pyridin-2-yl)-1',2'-dihydrospiro[cyclopropane-1,3'-pyrrolo[3,2-c]pyridin]-6'-yl)acetamide